2-hydroxy-N-((2-((6-(pyridin-4-yl)benzo[d]-thiazol-2-yl)amino)-pyridin-4-yl)methyl)-acetamide OCC(=O)NCC1=CC(=NC=C1)NC=1SC2=C(N1)C=CC(=C2)C2=CC=NC=C2